S-[4-[(dimethylamino)methyl]-2-hydroxy-3-methyl-phenyl] N,N-dimethylcarbamothioate CN(C(SC1=C(C(=C(C=C1)CN(C)C)C)O)=O)C